C(C)OS(=O)(=O)[O-].CN1C(=[NH+]C=C1)C 1,2-dimethylimidazolium ethylsulfate